C1(CCC1)C1=NN=C(O1)C=O (5-cyclobutyl-1,3,4-oxadiazol-2-yl)methanone